CC1=NN(C(=C1)B(O)O)C1OCCCC1 (3-methyl-1-(tetrahydro-2H-pyran-2-yl)-1H-pyrazol-5-yl)boronic acid